O-[(Ethoxycarbonyl)cyanomethylenamino]-N,N,N',N'-tetramethyluronium hexafluorophosphate F[P-](F)(F)(F)(F)F.C(C)OC(=O)C(C#N)=NOC(=[N+](C)C)N(C)C